FC1=C(C=C(C(=C1OC)F)F)C1=C(N=CO1)C(=O)OCC ethyl 5-(2,4,5-trifluoro-3-methoxyphenyl)oxazole-4-carboxylate